1-(6,7-dihydro-5H-benzo[6,7]cyclohepta[1,2-c]pyridazin-3-yl)-N3-(2-(4-pyrrolidin-1-ylpiperidin-1-yl)pyrimidin-5-yl)-1H-1,2,4-triazole-3,5-diamine N1=NC(=CC2=C1C1=C(CCC2)C=CC=C1)N1N=C(N=C1N)NC=1C=NC(=NC1)N1CCC(CC1)N1CCCC1